5-(methoxy-d3)-1H-pyrazol-3-amine C(OC1=CC(=NN1)N)([2H])([2H])[2H]